Cl.Cl.C1N(CC12CNC2)C=2C=NN1C2C=CC(=C1)C=1C=NN(C1)C 3-(2,6-diazaspiro[3.3]hept-2-yl)-6-(1-methyl-1H-pyrazol-4-yl)pyrazolo[1,5-a]pyridine dihydrochloride